FC1=C(C(=O)NC=2SC(=NN2)SCC2=NC(=NO2)C2=CC=C(C=C2)C)C=CC=C1 2-fluoro-N-(5-(((3-(p-tolyl)-1,2,4-oxadiazol-5-yl)methyl)thio)-1,3,4-thiadiazol-2-yl)benzamide